7-((4-(6-(Difluoromethoxy)pyridin-3-yl)piperazin-1-yl)methyl)-3-ethyl-1,5-naphthyridine FC(OC1=CC=C(C=N1)N1CCN(CC1)CC1=CN=C2C=C(C=NC2=C1)CC)F